C(C)NC(CCNC(=O)C=1N(C=C(C1)NC(=O)C=1N(C=C(C1)NC(C1=CC=C(C=C1)\C=C\C1=CC(=CC=C1)OC)=O)C)C)=N (E)-N-(3-(ethylamino)-3-iminopropyl)-4-(4-(4-(3-methoxystyryl)benzoylamino)-1-methyl-1H-pyrrole-2-carboxamido)-1-methyl-1H-pyrrole-2-carboxamide